ClC1=C(C=C(C=2CN3[C@@H](COC21)CN(CC3)C(=O)OC(C)(C)C)N3C=NC=C3)C3=C(C=CC=C3OC)F tert-butyl (12aR)-10-chloro-9-(2-fluoro-6-methoxyphenyl)-7-(1H-imidazol-1-yl)-3,4,12,12a-tetrahydro-6H-pyrazino[2,1-c][1,4]benzoxazepine-2(1H)-carboxylate